4-tert-butyl-2,6-bis(hydroxymethyl)phenol C(C)(C)(C)C1=CC(=C(C(=C1)CO)O)CO